C(C(=C)C)(=O)OCCC[Si](O[Si](C=C)(C)C)(O[Si](C=C)(C)C)O[Si](C)(C)C=C methacryloxypropyltris(vinyldimethylsiloxy)silane